C1(CC1)C1=NC=NC(=C1C1=CC2=C(C=N1)N(C(N2CC2=CC=C(C=C2)C=2N(C=C(N2)C(F)(F)F)C)=O)C)OC 6-(4-Cyclopropyl-6-methoxypyrimidin-5-yl)-3-methyl-1-(4-(1-methyl-4-(trifluoromethyl)-1H-imidazol-2-yl)benzyl)-1,3-dihydro-2H-imidazo[4,5-c]pyridin-2-one